1,4-bis(3-cyclopentenyl)butane C1(CC=CC1)CCCCC1CC=CC1